C(C)(C)(C)[Al]C(C)(C)C di-tert-butyl-aluminum